FC=1C=C(C=CC1F)[C@H]1[C@@H](CN(C1)CCOC)NC(=O)NC=1C(=NN(C1C)CC(F)(F)F)C1=CC=CC=C1 ((3S,4R)-4-(3,4-difluorophenyl)-1-(2-methoxyethyl)pyrrolidin-3-yl)-3-(5-methyl-3-phenyl-1-(2,2,2-trifluoroethyl)-1H-pyrazol-4-yl)urea